NC1=CC=C(C=C1)S(=O)(=O)NCC(=O)C1=CC=C(C=C1)O 4-amino-N-(2-(4-hydroxyphenyl)-2-oxoethyl)benzenesulfonamide